3-bromoprop-1-yn-1,3-d BrC(C#C[2H])[2H]